BrC1=C(C=CC(=C1)F)C1=NNC(OC12CCC(CC2)(O)C[C@H](C)NC(=O)C2=CC(=NN2)C)=O N-((S)-1-(trans-5-(2-bromo-4-fluorophenyl)-9-hydroxy-2-oxo-1-oxa-3,4-diazaspiro[5.5]undec-4-en-9-yl)propan-2-yl)-3-methyl-1H-pyrazole-5-carboxamide